O.[Na+].[Na+].P(=O)([O-])([O-])O.O=C(O)CN(C)C(N)=N creatine phosphate disodium salt hydrate